C[Sn](C1=CC2=C(S1)C=1C=CC3=C(SC(=C3)[Sn](C)(C)C)C1C=C2)(C)C 2,7-bis(trimethylstannyl)naphtho[1,2-b:5,6-b']dithiophene